N=1C=C(N2C1C=NC=C2)CN2CCC1=CC=C(C=C21)C(=O)NC2=CC(=CC(=C2)C(F)(F)F)CN2CCCC2 1-(Imidazo[1,2-a]pyrazin-3-ylmethyl)-N-(3-(pyrrolidin-1-ylmethyl)-5-(trifluoromethyl)phenyl)indolin-6-carboxamid